tert-butyl (2-(2-(2-((4-chloro-6-((4-sulfamoylphenyl)amino)-1,3,5-triazin-2-yl)amino)ethoxy)ethoxy)ethyl)carbamate ClC1=NC(=NC(=N1)NC1=CC=C(C=C1)S(N)(=O)=O)NCCOCCOCCNC(OC(C)(C)C)=O